FC1=C(CN2C(N(N=C2)C2=CC(=C(C=C2)CB2OC(C(O2)(C)C)(C)C)F)=O)C(=CC=C1)F 4-(2,6-difluorobenzyl)-2-(3-fluoro-4-((4,4,5,5-tetramethyl-1,3,2-dioxaborolan-2-yl)methyl)phenyl)-2,4-dihydro-3H-1,2,4-triazol-3-one